C(C)(=O)N[C@H]1C[C@H](CCC1)C(=O)NC1=NC=CC(=C1)C=1C=C(C2=C(N(C=N2)C(C)C)C1)F (1S,3R)-3-acetamido-N-(4-(4-fluoro-1-isopropyl-1H-benzo[d]imidazol-6-yl)pyridin-2-yl)cyclohexane-1-carboxamide